ClC1=CC(=NC(=N1)C=1C=NNC1)N1CC2(C1)CCN(CC2)C(C)=O 1-(2-(6-chloro-2-(1H-pyrazol-4-yl)pyrimidin-4-yl)-2,7-diazaspiro[3.5]nonan-7-yl)ethane-1-one